CC1=CC(=C(O1)C(C(=O)O)=O)C1=CC=CC=C1 2-(5-methyl-3-phenylfuran-2-yl)-2-oxoacetic acid